OCC(C#CC=1C2=C(C(N(C1)C)=O)NC(=C2C(=O)OCC)C)(C)C ethyl 4-(4-hydroxy-3,3-dimethyl-but-1-ynyl)-2,6-dimethyl-7-oxo-1H-pyrrolo[2,3-c]pyridine-3-carboxylate